phenyl(ethoxy-α,α-dimethylglycine) phosphorochloridate P(O)(O)(=O)Cl.C1(=CC=CC=C1)N(C(C(=O)O)(C)C)OCC